CCCCC/C=C/C/C=C/C/C=C/C=C/CCCCC(=O)O 11,14-eicosatetraenoic acid